methyl 2-(2-bromo-3-fluorophenyl)imidazo[1,2-a]pyridine-7-carboxylate BrC1=C(C=CC=C1F)C=1N=C2N(C=CC(=C2)C(=O)OC)C1